3-[[6-(2,2-difluoroethoxy)-4-[2-(pyridazin-3-ylamino)pyrazolo[1,5-a]pyridin-5-yl]-3-pyridyl]oxy]-2,2-dimethyl-propanenitrile FC(COC1=CC(=C(C=N1)OCC(C#N)(C)C)C1=CC=2N(C=C1)N=C(C2)NC=2N=NC=CC2)F